trans-4-hydroxyazobenzene OC1=CC=C(C=C1)N=NC1=CC=CC=C1